FC(C(CC(=O)O)N1N=C(C=C1)F)F 4,4-difluoro-3-(3-fluoro-1H-pyrazol-1-yl)butyric acid